((R)-4-(2-aminooxazolo[4,5-c]pyridin-7-yl)morpholin-2-yl)((S)-6,8-difluoro-1-methyl-3,4-dihydroisoquinolin-2(1H)-yl)methanone NC=1OC2=C(C=NC=C2N2C[C@@H](OCC2)C(=O)N2[C@H](C3=C(C=C(C=C3CC2)F)F)C)N1